O1C[C@@H](OC2=NC=CC=C21)C2=CC=C(CN1CC=3N(CC1)C(=CN3)C#N)C=C2 7-[(S)-4-(2,3-Dihydro-[1,4]dioxino[2,3-b]pyridin-3-yl)-benzyl]-5,6,7,8-tetrahydro-imidazo[1,2-a]pyrazine-3-carbonitrile